2-Benzyl-4-(2-hydroxy-ethyl)-[1,2,4]thiadiazolidine-3,5-dione C(C1=CC=CC=C1)N1SC(N(C1=O)CCO)=O